NCC1=CC(=CN1C1=NC=CC=C1)C(=O)NC1=CC(=CC(=C1)S(=O)(=O)C)Cl 5-(aminomethyl)-N-(3-chloro-5-(methylsulfonyl)phenyl)-1-(pyridin-2-yl)-1H-pyrrole-3-carboxamide